ethyl (Z)-3-iodoprop-2-enoate I\C=C/C(=O)OCC